FC(C1=CC2=C(SC(=C2)C(N[C@H]2CCCC[C@@H]3N(C2=O)[C@@H](CC3)C(NC(CO)CC3=CC=CC=C3)=O)=O)C=C1)(F)P(O)(O)=O (difluoro(2-(((3S,6S,10aS)-3-((1-hydroxy-3-phenylpropan-2-yl)carbamoyl)-5-oxodecahydropyrrolo[1,2-a]azocin-6-yl)carbamoyl)benzo[b]thiophen-5-yl)methyl)phosphonic acid